N[C@H]1CN(CC12CC2)C2=CC=CC(=N2)C2=NC1=CC(=NC=C1C=C2)CNC(C2=CC(=C(C=C2)C)S(=O)(=O)C)=O (R)-N-((2-(6-(7-amino-5-azaspiro[2.4]heptan-5-yl)pyridin-2-yl)-1,6-naphthyridin-7-yl)methyl)-4-methyl-3-(methylsulfonyl)benzamide